3-[tert-butyl-(dimethyl)silyl]oxy-3-(2,3,6-trifluorophenyl)propanal C(C)(C)(C)[Si](OC(CC=O)C1=C(C(=CC=C1F)F)F)(C)C